N(=[N+]=[N-])C\C=C/COC(C(C1=CC=C(C=C1)OC)=[N+]=[N-])=O (Z)-4-azidobut-2-en-1-yl-2-diazo-2-(4-methoxyphenyl)acetate